6-(oxetan-3-yl)-5,6,7,8-tetrahydropyrido[4,3-B]pyridine O1CC(C1)N1CC=2C(=NC=CC2)CC1